Cl.NC12CC(C1)(C2)NC(COC2(CCC2)OC(F)(F)F)=O N-(1-amino-3-bicyclo[1.1.1]pentanyl)-2-[3-cis-(trifluoromethoxy)cyclobutoxy]acetamide HCl salt